ClC1=CC=C(OC2C[C@H](N(C2)C2=CC=C(C(=O)N[C@@H](CC#N)C3=CC=C(C=C3)S(=O)(=O)CC)C=C2)COC(F)F)C=C1 4-((2S)-4-(4-chlorophenoxy)-2-((difluoromethoxy)methyl)pyrrolidin-1-yl)-N-((S)-2-cyano-1-(4-(ethylsulfonyl)phenyl)ethyl)benzamide